N-{[4-(1-methyl-1H-indazole-6-sulfonyl)phenyl]methyl}-1H-pyrrolo[3,2-c]pyridine-2-carboxamide CN1N=CC2=CC=C(C=C12)S(=O)(=O)C1=CC=C(C=C1)CNC(=O)C1=CC=2C=NC=CC2N1